2-(3-(6-Amino-8-((3,5-dichlorophenyl)thio)-9H-purin-9-yl)propyl)isoindoline NC1=C2N=C(N(C2=NC=N1)CCCN1CC2=CC=CC=C2C1)SC1=CC(=CC(=C1)Cl)Cl